C1(=CC=CC=C1)C1=NN(CC1)C(=O)N Phenyl-4,5-dihydro-1H-pyrazole-1-carboxamide